1-(tert-butyl)-4-fluorobenzene C(C)(C)(C)C1=CC=C(C=C1)F